OCCN1C[C@@]2(C[C@@H]2C1)C1=CC=C(C=C1)C1=NNC=2C1=NC(=C(C2)OC)C2(CCC1=CC=CC=C21)C#N (3-(4-((1R,5S)-3-(2-Hydroxyethyl)-3-azabicyclo[3.1.0]hexan-1-yl)phenyl)-6-methoxy-1H-pyrazolo[4,3-b]pyridin-5-yl)-2,3-dihydro-1H-indene-1-carbonitrile